FC=1C=2N(C=C(C1)NC(=O)C=1C=CC(=C3C=CC=NC13)N1CCNCC1)C=C(N2)C N-{8-fluoro-2-methylimidazo[1,2-a]pyridin-6-yl}-5-(piperazin-1-yl)quinoline-8-carboxamide